FC1=CC=C(\C=C\2/CC3=CC=CC(=C3C2)F)C=C1 (E)-2-(4-fluorobenzylidene)-4-fluoro-2,3-dihydro-1H-indene